N-(4-(6-methoxy-7-((1-methylpiperidin-4-yl)methoxy)quinazolin-4-yl)phenyl)-2-(6-methoxypyridin-3-yl)acetamide COC=1C=C2C(=NC=NC2=CC1OCC1CCN(CC1)C)C1=CC=C(C=C1)NC(CC=1C=NC(=CC1)OC)=O